O=C1NC(CCC1NC1=C(CN2CCC(CC2)C2=CC=C(C=C2)NC=2C(=NC=C(N2)N2C[C@@H](CCC2)N2C(N(CC2)C)=O)C(=O)N)C=CC=C1)=O 3-((4-(1-(2-((2,6-dioxopiperidin-3-yl)amino)benzyl)piperidin-4-yl)phenyl)amino)-5-((R)-3-(3-methyl-2-oxoimidazolin-1-yl)piperidin-1-yl)pyrazine-2-carboxamide